C1(CC1)N1CC(C1)(C(=O)NC=1N=CC2=CC=C(C=C2C1)C1=CN=C(N1C)C)F 1-cyclopropyl-N-(6-(1,2-dimethyl-1H-imidazol-5-yl)isoquinolin-3-yl)-3-fluoroazetidine-3-carboxamide